3-(5-(((1S,2S)-2-(3-(1-cyclobutylpiperidin-4-yl)azetidin-1-yl)cyclohexyl)oxy)-1-oxoisoindolin-2-yl)piperidine-2,6-dione C1(CCC1)N1CCC(CC1)C1CN(C1)[C@@H]1[C@H](CCCC1)OC=1C=C2CN(C(C2=CC1)=O)C1C(NC(CC1)=O)=O